3,3-dipropyl-oxetane C(CC)C1(COC1)CCC